FC=1C=C(C=CC1OC1=CC=NC2=CC(=C(C=C12)OC)OCCCN1CC(CC1)(C)O)NC(=O)C1=C2C(=CN(C1=O)C1=CC=C(C=C1)F)CCO2 N-[3-fluoro-4-({7-[3-(3-hydroxy-3-methylpyrrolidin-1-yl)propoxy]-6-methoxyquinolin-4-yl}oxy)phenyl]-5-(4-fluorophenyl)-6-oxo-2,3,5,6-tetrahydrofuro[3,2-c]pyridine-7-carboxamide